(1r,4r)-4-(2-(4-chlorophenoxy)acetamido)cyclohexane-1-carboxylic acid methyl ester COC(=O)C1CCC(CC1)NC(COC1=CC=C(C=C1)Cl)=O